[Cl-].C(C)N1C=NCC1 1-ethylimidazoline chloride salt